C1(CC1)N1C=NC=2N(C(N(C(C12)=O)CCCCC(C(F)(F)F)(C)O)=O)C 7-cyclopropyl-3-methyl-1-(6,6,6-trifluoro-5-hydroxy-5-methylhexyl)-1H-purine-2,6(3H,7H)-dione